1-(3-(4-(8-chloro-7-((2-methyl-1H-benzo[d]imidazol-6-yl)oxy)quinoxalin-2-yl)-1H-pyrazol-1-yl)piperidin-1-yl)ethan-1-one ClC=1C(=CC=C2N=CC(=NC12)C=1C=NN(C1)C1CN(CCC1)C(C)=O)OC=1C=CC2=C(NC(=N2)C)C1